(exo)-2-((5-(2-fluoro-5-methylphenyl)-2,3-dihydro-1H-indol-1-yl)carbonyl)-7-azabicyclo[2.2.1]heptane-7-carbonitrile FC1=C(C=C(C=C1)C)C=1C=C2CCN(C2=CC1)C(=O)C1C2CCC(C1)N2C#N